N1C=C(C2=CC=CC=C12)CC=1NC2=CC=CC=C2C1 2-(1H-Indol-3-ylmethyl)-1H-indole